C1(CC2C(CC1)O2)CC[Si](OCCC)(OCCC)OCCC 2-(3,4-epoxycyclohexyl)ethyltri-n-propoxysilane